C(#N)C1=CC=CC=2NC(N(S(C21)(=O)=O)CC(=O)N[C@@H](C)C2=C(C=C(C=C2)C#N)F)=O 2-(8-cyano-1,1,3-trioxo-4H-1lambda6,2,4-benzothiadiazin-2-yl)-N-[(1S)-1-(4-cyano-2-fluorophenyl)ethyl]acetamide